ClC1=CC=C(C=C1)C1=C(N2CC(CC2=C1C1=CC=CC=C1)(C=O)C=O)CC(=O)O [6-(4-chlorophenyl)-2,2-dimethoyl-7-phenyl-2,3-dihydro-1H-pyrrolizin-5-yl]acetic acid